(4-amino-3,5-difluorophenyl)(8-(1,2-dimethyl-6-(trifluoromethyl)-1H-benzo[d]imidazol-5-yl)-2-methylimidazo[1,2-a]pyridin-3-yl)methanone NC1=C(C=C(C=C1F)C(=O)C1=C(N=C2N1C=CC=C2C2=CC1=C(N(C(=N1)C)C)C=C2C(F)(F)F)C)F